ClC=1C=CC(=C(C1)C1=CC(=C(N1C)C)C(=O)NC=1C=NN(C1CCCCl)C)C(=O)N1CC2=CC=CC(=C2CC1)OCC=C 5-(5-chloro-2-{[5-(prop-2-en-1-yloxy)-3,4-dihydroisoquinolin-2(1H)-yl]carbonyl}phenyl)-N-[5-(3-chloropropyl)-1-methyl-1H-pyrazol-4-yl]-1,2-dimethyl-1H-pyrrole-3-carboxamide